C(C)(C)(C)C1=C(C(=C2C(=N1)CCC2)NC(OCC(Cl)(Cl)Cl)=O)C 2,2,2-trichloroethyl (2-(tert-butyl)-3-methyl-6,7-dihydro-5H-cyclopenta[b]pyridin-4-yl)carbamate